1-(2-((2-((3-chloro-2-fluorobenzyl)amino)-2-oxoethyl)(tetrahydrofuran-3-yl)amino)-2-oxoethyl)-1H-indazole-3-carboxamide ClC=1C(=C(CNC(CN(C(CN2N=C(C3=CC=CC=C23)C(=O)N)=O)C2COCC2)=O)C=CC1)F